(±)-N-(2-(2-methoxy-4-(1-methyl-1H-pyrazol-4-yl)phenylamino)pyrido[3,4-d]pyrimidin-8-yl)-2-methylpropane-2-sulfinamide COC1=C(C=CC(=C1)C=1C=NN(C1)C)NC=1N=CC2=C(N1)C(=NC=C2)N[S@](=O)C(C)(C)C |r|